O1CCN(CC1)C(=O)N1CCC2(CN(C2)C2=NC=C(C=C2)C2=NOC(=N2)C(F)(F)F)CC1 Morpholino(2-(5-(5-(trifluoromethyl)-1,2,4-oxadiazol-3-yl)pyridin-2-yl)-2,7-diazaspiro[3.5]nonan-7-yl)methanone